C(C)(C)(CC)[S] tert-amyl-sulfur